1-(5-(4-(1-cyanocyclopropyl)phenyl)-1H-indol-3-yl)-3-(4-(trifluoromethyl)phenyl)urea C(#N)C1(CC1)C1=CC=C(C=C1)C=1C=C2C(=CNC2=CC1)NC(=O)NC1=CC=C(C=C1)C(F)(F)F